2-[(1-benzyl-4-piperidinyl)methyl]-5,6-dimethoxy-2,3-dihydro-1-indenone hydrochloride Cl.C(C1=CC=CC=C1)N1CCC(CC1)CC1C(C2=CC(=C(C=C2C1)OC)OC)=O